3-(2'-oxo-5-(piperazin-1-yl)-1,3-dihydrospiro[indene-2,3'-indoline]-1'-yl)piperidine-2,6-dione O=C1N(C2=CC=CC=C2C12CC1=CC=C(C=C1C2)N2CCNCC2)C2C(NC(CC2)=O)=O